(R)-N-(1-(2-(1H-1,2,4-triazol-1-yl)quinolin-4-yl)ethyl)-5-cyano-2-methylbenzamide N1(N=CN=C1)C1=NC2=CC=CC=C2C(=C1)[C@@H](C)NC(C1=C(C=CC(=C1)C#N)C)=O